ClC=1N=CC2=C(N1)N(C=C2Cl)CCCOC2=NN(C(=C2N)C)C=2C(=NC(=NC2)C)OC 3-(3-(2,5-Dichloro-7H-pyrrolo[2,3-d]pyrimidin-7-yl)propoxy)-1-(4-methoxy-2-methylpyrimidin-5-yl)-5-methyl-1H-pyrazol-4-amine